The molecule is a mimotope of the pyruvate dehydrogenase E2 component (PDC-E2) comprising a 4-bromobenzoyl group linked to the lipoated PDC-E2 core dodecapeptide (DKATIGFEVQEE) at N-6 of lysine. It has a role as a mimotope. It is a polypeptide and a lipopeptide. CC[C@H](C)[C@@H](C(=O)NCC(=O)N[C@@H](CC1=CC=CC=C1)C(=O)N[C@@H](CCC(=O)O)C(=O)N[C@@H](C(C)C)C(=O)N[C@@H](CCC(=O)N)C(=O)N[C@@H](CCC(=O)O)C(=O)N[C@@H](CCC(=O)O)C(=O)O)NC(=O)[C@H]([C@@H](C)O)NC(=O)[C@H](C)NC(=O)[C@H](CCCCNC(=O)C2=CC=C(C=C2)Br)NC(=O)[C@H](CC(=O)O)NC(=O)C